FC1=C(C=CC(=C1)CCC1=CC=C(C=C1)CN1CCOCC1)[C@H](CC1=C(C(NC=N1)=O)O)CN[C@@H](CF)C 6-((S)-2-(2-fluoro-4-((4-(morpholinomethyl)phenyl)ethanyl)phenyl)-3-(((R)-1-fluoropropan-2-yl)amino)propyl)-5-hydroxypyrimidin-4(3H)-one